ClC=1C=C(C(=NC1)F)N1N=C(C(=C1)C)[N+](=O)[O-] 5-chloro-2-fluoro-3-(4-methyl-3-nitro-pyrazol-1-yl)pyridine